4-amino-N,1-dimethyl-N-((5R)-2-(trifluoromethyl)-5,6,7,8-tetrahydro-5-quinolinyl)-1H-pyrazolo[4,3-c]-quinoline-8-carboxamide NC1=NC=2C=CC(=CC2C2=C1C=NN2C)C(=O)N([C@H]2C=1C=CC(=NC1CCC2)C(F)(F)F)C